ethyl-[2-(2-methoxyethoxy)ethyl]-dimethylammonium chloride [Cl-].C(C)[N+](C)(C)CCOCCOC